ClC=1C=C(C=CC1C(=O)N1CCC(CC1)C(=O)N1CCS(CC1)(=O)=O)NC(=O)C=1N(C(=CN1)C1=C(C(=C(C=C1)OCC#N)F)F)C N-(3-chloro-4-(4-(1,1-dioxidothiomorpholine-4-carbonyl)piperidine-1-carbonyl)phenyl)-5-(4-(cyanomethoxy)-2,3-difluorophenyl)-1-methyl-1H-imidazole-2-carboxamide